Cl.N1C(CCCC1)C(=O)OC methyl piperidine-2-carboxylate, hydrochloride